Hexamethylenebisoleamid C(CCCCCCC\C=C/CCCCCCCCCCCCCCCCCCCCCC\C=C/CCCCCCCC(=O)N)(=O)N